COC(=O)C=1C(=CC(=C(C1)C(=O)OC)C(=O)OC)C(=O)OC.FC1=C(C(=C(C=C1OC)OC)F)C1=CC2=C(N=C(N=C2)N[C@@H]2COCCC2)C(=N1)N1CC(C1)(C)OC (3S,4S)-3-((6-(2,6-difluoro-3,5-dimethoxyPhenyl)-8-(3-methoxy-3-methylazetidin-1-yl)pyrido[3,4-d]pyrimidin-2-yl)amino)tetrahydro-2H-pyran tetramethyl-1,2,4,5-benzenetetracarboxylate